ClC=1C=C(C=CC1NC1CCOCC1)B(O)O 3-CHLORO-4-(TETRAHYDRO-2H-PYRAN-4-YLAMINO)PHENYLBORONIC ACID